2,4-dichloroquinoline-3-carbonitrile ClC1=NC2=CC=CC=C2C(=C1C#N)Cl